CC1(C(C(=C2N1C1=CC=C(C=C1C=C2)C)S(=O)(=O)C2=CC=C(C)C=C2)=O)C 1,1,7-trimethyl-3-tosylpyrrolo[1,2-a]quinolin-2(1H)-one